(2R,3S)-3-hydroxy-2-(hydroxymethyl)pyrrolidine-1-carboxylic acid tert-butyl ester C(C)(C)(C)OC(=O)N1[C@@H]([C@H](CC1)O)CO